(S)-N-(4-bromobenzyl)-1-(2-(p-tolyl)-2H-pyrazolo[3,4-d]pyrimidin-4-yl)piperidine-3-carboxamide BrC1=CC=C(CNC(=O)[C@@H]2CN(CCC2)C=2C=3C(N=CN2)=NN(C3)C3=CC=C(C=C3)C)C=C1